4,5-difluoro-2',6'-dimethyl-[1,1'-biphenyl] FC1=CC=C(C=C1F)C1=C(C=CC=C1C)C